1-[1-(4-bromophenyl)ethyl]Pyrrolidine BrC1=CC=C(C=C1)C(C)N1CCCC1